C(C(C)C)N1N=C(C(=C1)C(=O)N)C(=O)N 1-isobutyl-1H-pyrazole-3,4-dicarboxamide